BrC=1C=NC=C(C1N1C[C@H](CC1)NC(OC(C)(C)C)=O)C1=NC2=C(N1CC)C=CC=C2F tert-butyl (S)-(1-(3-bromo-5-(1-ethyl-4-fluoro-1H-benzo[d]imidazol-2-yl)pyridin-4-yl)pyrrolidin-3-yl)carbamate